FC=1C(=NC(=NC1)NC=1C(=NN(C1)[C@H]1[C@@H](CNCC1)C)OC)N1C=CC=2C(=CC=CC12)C#N 1-(5-fluoro-2-((3-methoxy-1-((3R,4R)-3-methylpiperidin-4-yl)-1H-pyrazol-4-yl)amino)pyrimidin-4-yl)-1H-indole-4-carbonitrile